FC(C=1C=CC(=NC1)CNN1CCOCC1)(F)F N-((5-(trifluoromethyl)pyridin-2-yl)methyl)morpholin-4-amine